OCC=1C=C(C=CC1OC)C1CC1 1-(3-(hydroxymethyl)-4-methoxyphenyl)cyclopropane